BrC1=C(C=CC(=C1)Cl)C1(CC1)NC(OCCCC)=O butyl (1-(2-bromo-4-chlorophenyl)-cyclopropyl)carbamate